C1(=CC=CC=C1)N1CCC(CC1)CCC(=O)C1=CC=C(C=C1)C1CCNCC1 3-(1-Phenylpiperidin-4-yl)-1-(4-(piperidin-4-yl)phenyl)propan-1-one